N-(3-(5-(4-(2,3-dihydroxypropoxy)phenyl)-1H-pyrrolo[2,3-b]pyridine-3-carbonyl)-2,4-difluorophenyl)propane-1-sulfonamide OC(COC1=CC=C(C=C1)C=1C=C2C(=NC1)NC=C2C(=O)C=2C(=C(C=CC2F)NS(=O)(=O)CCC)F)CO